N-methyl-N-(4-oxopentyl)benzamide CN(C(C1=CC=CC=C1)=O)CCCC(C)=O